7-((2-chloro-5-methoxypyrimidin-4-yl)amino)isoindolin-1-one ClC1=NC=C(C(=N1)NC=1C=CC=C2CNC(C12)=O)OC